5-((2',4'-dimethyl-[1,1'-biphenyl]-4-yl)thio)-1H-1,2,3-triazole-4-carboxylic acid CC1=C(C=CC(=C1)C)C1=CC=C(C=C1)SC1=C(N=NN1)C(=O)O